C1(CC1)C=1OC(=C(N1)C1=CC=CC=C1)OC1=CC(=NC=C1)NC1=NC=C(C(=O)OC)C=C1 Methyl 6-(4-(2-cyclopropyl-4-phenyloxazol-5-yloxy)pyridin-2-ylamino)nicotinate